FC1=C(C(=CC=C1)F)CC(C)NC1CC1 N-[1-(2,6-difluorophenyl)propan-2-yl]cyclopropanamine